[N+](#[C-])CC1CCC(CC1)C[N+]#[C-] 1,4-bis(isocyanomethyl)cyclohexane